C(=O)(OC(C)(C)C)N[C@@H](CC(=O)O)C(=O)O (Boc)-aspartic acid